2-(3-(((1R,2S,3S,5S)-2-fluoro-7-methyl-9-azabicyclo[3.3.1]nonan-3-yl)oxy)-1,2,4-triazin-6-yl)-5-(1H-imidazol-1-yl)phenol F[C@H]1[C@H]2CC(C[C@@H](C[C@@H]1OC=1N=NC(=CN1)C1=C(C=C(C=C1)N1C=NC=C1)O)N2)C